6-chloro-5'-(3-chlorophenyl)-2'-(4,6-dimethoxypyridin-3-yl)-3'-isopropyl-3'H-spiro[indoline-3,4'-pyrrolo[3,4-d]imidazole]-2,6'(5'H)-dione ClC1=CC=C2C(=C1)NC(C21N(C(C=2N=C(N(C21)C(C)C)C=2C=NC(=CC2OC)OC)=O)C2=CC(=CC=C2)Cl)=O